ClC1=C(C=2N=C(N=C(C2C=N1)N1C[C@H]2C=C[C@@H](C1)N2C(=O)OC(C)(C)C)OCC21CCCN1CCC2)F tert-butyl (1R,5S)-3-(7-chloro-8-fluoro-2-((tetrahydro-1H-pyrrolizin-7a(5H)-yl)methoxy)pyrido[4,3-d]pyrimidin-4-yl)-3,8-diazabicyclo[3.2.1]oct-6-ene-8-carboxylate